(R)-N-(3,3-Difluoro-1-(oxetan-3-yl)piperidin-4-yl)-4-methoxy-5-(1-(2,2,2-trifluoroethyl)-1H-benzo[d][1,2,3]triazol-6-yl)pyrrolo[2,1-f][1,2,4]triazin-2-amine FC1(CN(CC[C@H]1NC1=NN2C(C(=N1)OC)=C(C=C2)C=2C=CC1=C(N(N=N1)CC(F)(F)F)C2)C2COC2)F